tert-butyl ((1S)-2-[methoxy(methyl)amino]-2-oxo-1-{[(3S)-2-oxopyrrolidin-3-yl]methyl}ethyl)carbamate CON(C([C@H](C[C@H]1C(NCC1)=O)NC(OC(C)(C)C)=O)=O)C